C1(CC1)S(=O)(=O)NC=1SC=C(N1)C(C)NC(C1=C(C=C(C=C1)C1=NC(=CN=C1)OCC)F)=O N-(1-(2-(cyclopropanesulfonamido)thiazol-4-yl)ethyl)-4-(6-ethoxypyrazin-2-yl)-2-fluorobenzamide